[Cr](=O)(=O)([O-])O[Cr](=O)(=O)[O-].[K+].[K+] potassium dichromat